(S,E)-4-(methylsulfonyl)but-3-en-2-amine CS(=O)(=O)/C=C/[C@H](C)N